C(CCC)C1CS(C2=C(N(C1)C1=CC=C(C=C1)F)C=C(C(=C2)O\C=C(\C(=O)O)/F)SCC)(=O)=O rac-(Z)-3-((3-butyl-7-(ethylsulfanyl)-5-(4-fluorophenyl)-1,1-dioxido-2,3,4,5-tetrahydro-1,5-benzothiazepin-8-yl)oxy)-2-fluoroacrylic acid